C(C)(=O)OCCCCCCCCCC\C=C/CCO (11Z)-14-hydroxy-11-tetradecenyl acetate